4-(Dimethylamino)-N-(5-hydroxy-2-methylphenyl)butanamide CN(CCCC(=O)NC1=C(C=CC(=C1)O)C)C